NC1=CC=C(OC2=CC=C(C=C2)C(C(F)(F)F)(C(F)(F)F)C2=CC=C(C=C2)OC2=CC=C(C=C2)N)C=C1 2,2-Bis[4-(4-aminophenoxy)phenyl]-hexafluoropropane